tert-butyl (((2S,4S)-4-(2-carbamoyl-6-fluorophenyl)-5-chloro-6-fluoro-2-phenyl-2,3-dihydrobenzofuran-2-yl)methyl)carbamate C(N)(=O)C1=C(C(=CC=C1)F)C1=C(C(=CC2=C1C[C@](O2)(C2=CC=CC=C2)CNC(OC(C)(C)C)=O)F)Cl